(2-((tert-butyldimethylsilyl)oxy)ethyl)-4-iodo-1H-pyrazole [Si](C)(C)(C(C)(C)C)OCCN1N=CC(=C1)I